(4-aminophenyl)-3-(4-nitrophenyl)propanamide NC1=CC=C(C=C1)C(C(=O)N)CC1=CC=C(C=C1)[N+](=O)[O-]